C(C)(C)(C)OC(CN(S(=O)(=O)C)CCNCC1=CC=C(C=C1)OC)=O N-(2-((4-methoxybenzyl)amino)ethyl)-N-(methylsulfonyl)glycine tert-butyl ester